N-({6-[(trans-4-methoxycyclohexyl)methoxy]-5-(trifluoromethyl)pyridin-3-yl}sulfonyl)-2-(1H-pyrrolo[2,3-b]pyridin-5-yloxy)benzamide CO[C@@H]1CC[C@H](CC1)COC1=C(C=C(C=N1)S(=O)(=O)NC(C1=C(C=CC=C1)OC=1C=C2C(=NC1)NC=C2)=O)C(F)(F)F